Methyl (Z)-1-(4-amino-2-fluorobut-2-en-1-yl)-4-(3-(N,N-dimethylsulfamoyl)-4-methoxyphenyl)-1H-benzo[d][1,2,3]triazole-6-carboxylate NC\C=C(\CN1N=NC2=C1C=C(C=C2C2=CC(=C(C=C2)OC)S(N(C)C)(=O)=O)C(=O)OC)/F